FC=1C(=CC(=NC1)OC)C1=CC(=NN1)C(=O)N1C2(CC2)C[C@@H](CC1)NC(=O)C1CCC(CC1)(C(F)(F)F)O (1s,4S)-N-((R)-4-(5-(5-fluoro-2-methoxypyridin-4-yl)-1H-pyrazole-3-carbonyl)-4-azaspiro[2.5]octan-7-yl)-4-hydroxy-4-(trifluoromethyl)cyclohexane-1-carboxamide